tert-butyl {1-[3-({[5-[(tert-butoxycarbonyl)amino]-2-(2,6-difluorophenyl)-1,3-thiazol-4-yl]carbonyl}amino)-6,7-dihydro-5H-cyclopenta[b]pyridin-4-yl]-3-methylpiperidin-3-yl}carbamate C(C)(C)(C)OC(=O)NC1=C(N=C(S1)C1=C(C=CC=C1F)F)C(=O)NC=1C(=C2C(=NC1)CCC2)N2CC(CCC2)(C)NC(OC(C)(C)C)=O